tert-butyl N-(4-oxo-3-phenyl-3,4-dihydroquinazolin-5-yl)carbamate O=C1N(C=NC2=CC=CC(=C12)NC(OC(C)(C)C)=O)C1=CC=CC=C1